5-methyl-6-[[1-(trifluoromethyl)cyclopropyl]methoxy]pyridazine-3-carboxylic acid CC=1C=C(N=NC1OCC1(CC1)C(F)(F)F)C(=O)O